CSC1=CC=C(C(=O)NC2=CC=C(C=C2)[C@@H]2CNCCO2)C=C1 |r| (RS)-4-(Methylthio)-N-(4-(morpholin-2-yl)-phenyl)-benzamid